C(C)(C)(C)OC(=O)NC(=NS(=O)(=O)C(F)(F)F)NC(=O)OC(C)(C)C 1,3-di(tert-butyloxycarbonyl)-2-(trifluoromethylsulfonyl)guanidine